Benzo[d]thiazol-5-yl-methanol S1C=NC2=C1C=CC(=C2)CO